CN1C(C2=C(C=CC(=C2C=N1)C=C1CC2(CN(C2)C(=O)OC(C)(C)C)C1)C)=O tert-butyl 6-((2,8-dimethyl-1-oxo-1,2-dihydrophthalazin-5-yl) methylene)-2-azaspiro[3.3]heptane-2-carboxylate